C(C)(=O)OC=1C=CC=2C3(C4=CC=C(C=C4OC2C1)OC(C)=O)OC(C1=CC=CC=C13)=O 3-oxo-3H-spiro[isobenzofuran-1,9'-xanthene]-3',6'-diyl diacetate